ClC1=C(C(=O)N(C)C)C=CC(=C1)NC1CN(C1)C1CCN(CC1)C([C@@](C(F)(F)F)(C1=CC=CC=C1)O)=O (R)-2-chloro-N,N-dimethyl-4-(1-(1-(3,3,3-trifluoro-2-hydroxy-2-phenylpropanoyl)piperidin-4-yl)azetidin-3-ylamino)benzamide